aminoamide N[NH-]